C(C1=CC=CC=C1)C1C2N(CC(C=C2)C1)CCC1=COC2=C1C=C(C=C2)OC endo-7-benzyl-2-(2-(5-methoxybenzofuran-3-yl)ethyl)-2-azabicyclo[2.2.2]oct-5-ene